N-ethyl-N-nonylurea C(C)N(C(=O)N)CCCCCCCCC